CC1=C(OC=2CCC=3C=NNC3C21)C(=O)NC[C@H]2OCCC2 8-Methyl-N-{[(2S)-oxolan-2-yl]methyl}-4,5-dihydro-1H-furo[2,3-g]indazole-7-carboxamide